FC1=CC(=C(OC2=CC=C(C=C2)C2CCCN3C2=NS(CC3)(=O)=O)C=C1)C 9-[4-(4-fluoro-2-methylphenoxy)phenyl]-3,4,6,7,8,9-hexahydropyrido[2,1-c][1,2,4]thiadiazine 2,2-dioxide